C(CCC)OCC(C)O butoxy-2-propanol